2-(2,6-dioxopiperidin-3-yl)-7-methyl-3-oxoisoindoline-4-carbonitrile O=C1NC(CCC1N1CC=2C(=CC=C(C2C1=O)C#N)C)=O